ClC1=C(C=C(C=C1)Cl)C=1N=C(NC1)CC1=CSC=C1 4-(2,5-dichlorophenyl)-2-(3-thienylmethyl)imidazole